C1(=CC=CC=C1)S(=O)(=O)N1C=C(C=2C1=NC(=CC2)C=2C(=NOC2C)C)C2=NC(=NC=C2C(F)(F)F)N[C@@H]2C(CCC2)=O (2S)-2-[[4-[1-(benzenesulfonyl)-6-(3,5-dimethylisoxazol-4-yl)pyrrolo[2,3-b]pyridin-3-yl]-5-(trifluoromethyl)pyrimidin-2-yl]amino]cyclopentanone